NC1=C(C=CC=C1)N1C(C(=CC1=O)C)=O 1-(2-aminophenyl)-3-methyl-1H-pyrrole-2,5-dione